OC(C=CC=CC=CC=CC(=O)O)=CC=CCCCCCCCCC 10-hydroxydocosahexaenoic acid